CN(S(=O)(=O)C1=CC=C(C=C1)C)CC1(CCOCC1)C(=O)O 4-((N,4-dimethylphenylsulfonylamino)methyl)tetrahydro-2H-pyran-4-carboxylic acid